[O-2].[Ti+4].[Ti+4].[Nb+5] Niobium titanium titanium oxide